(4,6-difluoro-5-(1-((R)-3-hydroxy-2-methylpropyl)piperidin-4-yl)-1-oxoisoindolin-2-yl)piperidine-2,6-dione FC1=C2CN(C(C2=CC(=C1C1CCN(CC1)C[C@H](CO)C)F)=O)N1C(CCCC1=O)=O